N-[6,7-Dichloro-2-(2-hydroxyacetyl)-10-(1H-pyrazol-4-yl)-3,4-dihydro-1H-pyrazino[1,2-a]indol-9-yl]-2,2-difluoro-acetamide ClC1=C(C=C(C=2C(=C3N(C12)CCN(C3)C(CO)=O)C=3C=NNC3)NC(C(F)F)=O)Cl